METHYLBUTYRIC ACID CCC(C)C(=O)O